2-(2,8-dimethylimidazo[1,2-b]pyridazin-6-yl)-6-[(2R,4S)-2-methyl-4-piperidyl]pyrido[2,3-d]pyridazin-5-one CC=1N=C2N(N=C(C=C2C)C=2C=CC3=C(C=NN(C3=O)[C@@H]3C[C@H](NCC3)C)N2)C1